4-((17-((R)-3-(4-amino-3-(4-phenoxyphenyl)-1H-pyrazolo[3,4-d]pyrimidin-1-yl)piperidin-1-yl)-17-oxo-3,6,9,12,15-pentaoxaheptadecyl)thio)-2-(2,6-dioxopiperidin-3-yl)isoindoline-1,3-dione NC1=C2C(=NC=N1)N(N=C2C2=CC=C(C=C2)OC2=CC=CC=C2)[C@H]2CN(CCC2)C(COCCOCCOCCOCCOCCSC2=C1C(N(C(C1=CC=C2)=O)C2C(NC(CC2)=O)=O)=O)=O